C1(CCC1)[C@@](C(F)(F)C1=C(C(=CC=C1)[C@@H](C)NC=1C2=C(N=C(N1)C)C=NC(=C2)P(=O)(C)C)F)(C)O |&1:4| (2RS)-2-cyclobutyl-1-{3-[(1R)-1-{[6-(dimethylphosphoryl)-2-methylpyrido[3,4-d]pyrimidin-4-yl]amino}ethyl]-2-fluorophenyl}-1,1-difluoropropan-2-ol